C1(=CC=CC=C1)[C@H]1[C@H](CCC1)O (1S,2S)-2-phenylcyclopentan-1-ol